((5-(2-fluorophenyl)-4-methoxy-1-(pyridin-3-ylsulfonyl)-1H-pyrrol-3-yl)methyl)methane-d3-amine FC1=C(C=CC=C1)C1=C(C(=CN1S(=O)(=O)C=1C=NC=CC1)CNC([2H])([2H])[2H])OC